C(C1=CC=CC=C1)N1CC([C@H]2CN(CC[C@H]21)C(C(C(=O)OCC)(C)C)=O)(F)F ethyl 3-((cis)-1-benzyl-3,3-difluorohexahydro-1H-pyrrolo[3,2-c]pyridin-5(6H)-yl)-2,2-dimethyl-3-oxopropanoate